1,3-cyclohexadienyl-ruthenium C1(=CC=CCC1)[Ru]